butyl 4-(acetylthio)azepane-1-carboxylate C(C)(=O)SC1CCN(CCC1)C(=O)OCCCC